C(C1=CC=CC=C1)OC(=O)N1CC2=CC(=C(C=C2CC1)C=1N(C(=C(C1)C(=O)OCC)C)C)C(=O)O 2-benzyloxycarbonyl-6-(4-ethoxycarbonyl-1,5-dimethyl-1H-pyrrol-2-yl)-3,4-dihydro-1H-isoquinoline-7-carboxylic acid